BrC1=CN=C(C2=CN=C(C=C12)Cl)NCC(C)N(C)C N1-(4-bromo-6-chloro-2,7-naphthyridin-1-yl)-N2,N2-dimethylpropane-1,2-diamine